bromoethylbenzene BrCCC1=CC=CC=C1